2,3-dimethyl-4-acetyl-N-phenylisothiazole-5(2H)-imine CN1SC(C(=C1C)C(C)=O)=NC1=CC=CC=C1